triphenylsulfonium nonafluoronormal butanesulfonate FC(C(C(C(S(=O)(=O)[O-])(F)F)(F)F)(F)F)(F)F.C1(=CC=CC=C1)[S+](C1=CC=CC=C1)C1=CC=CC=C1